COC(CC=C)C 4-methoxy-pentene